COC1=NC=C(C(=N1)OC)B(O)O (2,4-dimethyl-Oxypyrimidin-5-yl)boronic acid